(S)-5-chloro-3-isopropyl-N-(1-(4-isopropylthiazol-2-yl)ethyl)pyrazolo[1,5-a]pyrimidin-7-amine ClC1=NC=2N(C(=C1)N[C@@H](C)C=1SC=C(N1)C(C)C)N=CC2C(C)C